NC1=CC(=C(C=C1)N1CC2(C1)CCC(CC2)=O)C 2-(4-amino-2-methylphenyl)-2-azaspiro[3.5]nonane-7-one